4-(4-Fluoro-3-(3-methyl-5,6,7,8-tetrahydro-[1,2,4]triazolo[4,3-a]pyrazine-7-carbonyl)benzyl)phthalazin-1(2H)-one FC1=C(C=C(CC2=NNC(C3=CC=CC=C23)=O)C=C1)C(=O)N1CC=2N(CC1)C(=NN2)C